C1(CC1)SC1=NC=CC(=C1CSC=1NC(C2=C(N1)CCC2)=O)C 2-({[2-(Cyclopropylsulfanyl)-4-methylpyridin-3-yl]methyl}sulfanyl)-3H,5H,6H,7H-cyclopenta[d]pyrimidin-4-one